C(CCC)O.CN1C(CCC1)=O methyl-2-pyrrolidone-n-butanol